N,N-dimethyl-ammonium chlorid [Cl-].C[NH2+]C